4'-chloro-biphenylcarboxaldehyde ClC1=CC=C(C=C1)C=1C(=CC=CC1)C=O